CN(CC#CC1=CC(=C(OCC(CC2=C(N=CS2)C(=O)O)O)C=C1)F)C 5-(3-{4-[3-(dimethylamino)prop-1-yn-1-yl]-2-fluorophenoxy}-2-hydroxypropyl)-1,3-thiazole-4-carboxylic acid